2-((6-chloropyridin-3-yl)methyl)-6-(2-(2,2,2-trifluoroethoxy)pyrimidin-5-yl)pyridazin-3(2H)-one ClC1=CC=C(C=N1)CN1N=C(C=CC1=O)C=1C=NC(=NC1)OCC(F)(F)F